FC1=CC=C(CC2=CC3=C(OC[C@@H](N3C(CN3[C@H](CN[C@@H](C3)C)CN3[C@@H](COCC3)COC(C)C)=O)C)N=C2C(=O)N)C=C1 (S)-7-(4-fluorobenzyl)-1-(2-((2R,5R)-2-(((S)-3-(isopropoxymethyl)morpholino)methyl)-5-methylpiperazin-1-yl)acetyl)-2-methyl-2,3-dihydro-1H-pyrido[2,3-b][1,4]oxazine-6-carboxamide